tert-Butyl [2-methyl-2-(piperidin-4-yl)propyl]carbamate CC(CNC(OC(C)(C)C)=O)(C)C1CCNCC1